S-(3-((tetrahydro-2H-pyran-2-yl) oxy) propyl) 4-methylthiobenzenesulfonate CC1=CC=C(C=C1)S(=O)(=O)SCCCOC1OCCCC1